CC1(CC1)C1=CC=C(C=C1)NC(OCC=1C=C2C(N(CC2=C(C1)OC)C1C(NC(CC1)=O)=O)=O)=O (2-(2,6-dioxopiperidin-3-yl)-7-methoxy-3-oxoisoindolin-5-yl)methyl (4-(1-methylcyclopropyl)phenyl)carbamate